N1(CCCC1)C(=O)OCC1=C(C=CC=C1)COC(=O)N1CCCC1 1,2-phenylenebis(methylene) bis(pyrrolidine-1-carboxylate)